FC=1C(=CC(=NC1)OC)[C@H](C(=O)N1C[C@]2(CC1)NC1=NC(=C(C=C1CC2)C2=CC(=CC=C2)C=2OC(=NN2)C)C)C (2R)-2-(5-fluoro-2-methoxypyridin-4-yl)-1-{(2S)-7-methyl-6-[3-(5-methyl-1,3,4-oxadiazol-2-yl)phenyl]-3,4-dihydro-1H-spiro[1,8-naphthyridine-2,3'-pyrrolidin]-1'-yl}propan-1-one